NC1=NN(C2=NC(=CC=C21)C2C(C2)(F)F)C(=O)C2C(OCC2)C (3-amino-6-(2,2-difluorocyclopropyl)-1H-pyrazolo[3,4-b]pyridin-1-yl)(2-methyltetrahydrofuran-3-yl)methanone